C1(=CC=CC=C1)[C@H]1C[C@H](CN1)C#N (3R,5R)-5-phenylpyrrolidine-3-carbonitrile